N-((7-(5-(difluoromethyl)-1,3,4-oxadiazol-2-yl)imidazo[1,2-a]pyridin-2-yl)methyl)-N-(3-fluorophenyl)-4-(pyridin-2-yl)piperazine-1-carboxamide FC(C1=NN=C(O1)C1=CC=2N(C=C1)C=C(N2)CN(C(=O)N2CCN(CC2)C2=NC=CC=C2)C2=CC(=CC=C2)F)F